[(1S)-1-[[4-(6-methoxy-4-methyl-3-pyridyl)phenyl]methyl]-2-(methylamino)-2-oxo-ethyl]thiazole COC1=CC(=C(C=N1)C1=CC=C(C=C1)C[C@@H](C(=O)NC)C=1SC=CN1)C